C1(=CC=CC=C1)[C@H]1CCN2N=C(N=C21)C(=O)N[C@@H]2C(NC1=C(CC2)C=C(C=C1F)F)=O (7R)-7-phenyl-N-[(3S)-7,9-difluoro-2-oxo-1,3,4,5-tetrahydro-1-benzazepine-3-yl]-6,7-dihydro-5H-pyrrolo[1,2-b][1,2,4]Triazole-2-carboxamide